COC(=O)C1(C(CCC1)(F)F)NC(CC(=O)OC)=O 2,2-difluoro-1-(3-methoxy-3-oxopropionamido)cyclopentane-1-carboxylic acid methyl ester